ClC=1C=C(C=CC1)[C@H](C(=O)N1CC2=C(CCC1)N=C(NC2=O)C2(CC2)C2=CC(=CC=C2)C2CCCCC2)O (R)-6-(2-(3-chlorophenyl)-2-hydroxyacetyl)-2-(1-(3-cyclohexylphenyl)cyclopropyl)-3,5,6,7,8,9-hexahydro-4H-pyrimido[5,4-c]azepin-4-one